7-(6-fluoro-3-(1-((1-methylcyclopentyl)methyl)-1H-pyrazol-4-yl)pyridin-2-yl)-3-methoxycinnoline FC1=CC=C(C(=N1)C1=CC=C2C=C(N=NC2=C1)OC)C=1C=NN(C1)CC1(CCCC1)C